3-(1-menthoxy)-2-methylpropan-1,2-diol C1(CCC(CC1)C(C)C)(C)OCC(CO)(O)C